BrC1=CC(=C2C(N(C(C2=C1)NCC(OC)OC)CC1=CC=C(C=C1)OC)C1=C(C=CC(=C1)F)Cl)[N+](=O)[O-] 6-Bromo-3-(2-chloro-5-fluorophenyl)-N-(2,2-dimethoxyethyl)-2-(4-methoxybenzyl)-4-nitroisoindolin-1-amine